COC1=CC(=C(C=C1NC1=NC=NC(=C1)N1OCC[C@@H]1C1=CC=CC=C1)NC(C=C)=O)N1CCOCC1 N-(4-methoxy-2-morpholino-5-((6-((R)-3-phenylisoxazolidine-2-yl)pyrimidine-4-yl)amino)phenyl)acrylamide